Lithium (2-((S)-1-(2,3-difluorobenzyl)-5-oxopyrrolidin-2-yl)acetyl)-L-valylglycinate FC1=C(CN2[C@@H](CCC2=O)CC(=O)N[C@@H](C(C)C)C(=O)NCC(=O)[O-])C=CC=C1F.[Li+]